7-(3,5-dimethylphenyl)-2-phenylthieno[2,3-c]pyridine CC=1C=C(C=C(C1)C)C=1N=CC=C2C1SC(=C2)C2=CC=CC=C2